(Z)-10-tetradecenyl acetate C(C)(=O)OCCCCCCCCC\C=C/CCC